Dimethyl 5-cyclopropylisophthalate C1(CC1)C=1C=C(C=C(C(=O)OC)C1)C(=O)OC